CNC(C1=C(C=CC=C1)SC=1C=CC=2N(C1)C=NC2\C=C\C2=NC=CC=C2)=O N-methyl-2-({1-[(E)-2-(pyridin-2-yl)vinyl]imidazo[1,5-a]pyridin-6-yl}thio)benzamide